ethyl (3S)-3-[(tert-butoxycarbonyl)amino]-3-{4,5-difluoro-2'-hydroxy-6'-methyl-[1,1'-biphenyl]-3-yl}propanoate C(C)(C)(C)OC(=O)N[C@@H](CC(=O)OCC)C=1C=C(C=C(C1F)F)C1=C(C=CC=C1C)O